FC1=CC=C(COC2=NC(=CC(=C2)CNC(=O)NCCC2(CC2)C(F)(F)F)N2CCOCC2)C=C1 1-((2-((4-Fluorobenzyl)oxy)-6-morpholinopyridin-4-yl)methyl)-3-(2-(1-(trifluoromethyl)cyclopropyl)ethyl)urea